ClC=1C=C(C(=O)N[C@H]2C[C@H](CCC2)NC2=CC(=NC3=CC=C(C=C23)C)C(F)(F)F)C=CC1 3-chloro-N-[(1R,3S)-3-{[6-methyl-2-(trifluoromethyl)quinolin-4-yl]amino}cyclohexyl]benzamide